ClC=1C(=C(C=CC1)C1(CC1)NC=1C2=C(N=CN1)C=CC(=N2)O[C@@H]2CN(CC2)C(=O)OC(C)(C)C)F tert-Butyl (S)-3-((4-((1-(3-chloro-2-fluorophenyl)cyclopropyl)amino)pyrido[3,2-d]pyrimidin-6-yl)oxy)pyrrolidine-1-carboxylate